2-[2-[[(8S,8aR)-1,2,3,5,6,7,8,8a-Octahydroindolizin-8-yl]amino]oxazolo[4,5-b]pyridin-5-yl]-5-chloro-3-methyl-phenol C1CCN2CCC[C@@H]([C@@H]12)NC=1OC=2C(=NC(=CC2)C2=C(C=C(C=C2C)Cl)O)N1